ClC=1C(=C(C2=C(N(CCCO2)C)C1)C(=O)O)F 7-Chloro-8-fluoro-5-methyl-2,3,4,5-tetrahydro-1,5-benzoxazepine-9-carboxylic acid